1-carboxyethyl-3-methylimidazolium C(=O)(O)C(C)C=1NC=C[N+]1C